N-(2-chlorophenyl)-2-(((4-hydroxy-1-m-tolyl-1H-pyrazolo[3,4-d]pyrimidin-6-yl)methyl)(methyl)amino)-N-methylacetamide ClC1=C(C=CC=C1)N(C(CN(C)CC1=NC(=C2C(=N1)N(N=C2)C=2C=C(C=CC2)C)O)=O)C